(2R)-2-amino-3-isopropoxy-propanoic acid N[C@@H](C(=O)O)COC(C)C